geranyl valerate (Geranyl pentanate) C(\C=C(/C)\CCC=C(C)C)C(C(=O)O)CCC.C(CCCC)(=O)OC\C=C(/C)\CCC=C(C)C